2-((5-chloro-2-fluoro-4-(4-hydroxy-3-isopropylbenzyl)-3-methylphenyl)thio)acetic acid ClC=1C(=C(C(=C(C1)SCC(=O)O)F)C)CC1=CC(=C(C=C1)O)C(C)C